OCCC1C(=O)NC(C1)=O hydroxyethyl-succinimide